6-[2-[6-[1-[2-(aminomethyl)-3,3-difluoro-allyl]-5-oxo-1,2,4-triazol-4-yl]-5-methyl-3-pyridinyl]ethynyl]-3,4-dihydro-1H-quinolin-2-one NCC(CN1N=CN(C1=O)C1=C(C=C(C=N1)C#CC=1C=C2CCC(NC2=CC1)=O)C)=C(F)F